C(C)C1NCCC2=CC=CC=C12 1-ethyl-1,2,3,4-tetrahydroisoquinoline